COC1=CC=C2CCCC(C2=C1)N1C(C2=CC=CC(=C2CC1)C=1C(=NN(C1)C)C(F)(F)F)=O 2-(7-methoxy-1,2,3,4-tetrahydronaphthalen-1-yl)-5-(1-methyl-3-(trifluoromethyl)-1H-pyrazol-4-yl)-3,4-dihydroisoquinolin-1(2H)-one